4-((7-bromo-6-iodoisoquinolin-3-yl)oxy)-2-methylbutan-2-ol BrC1=C(C=C2C=C(N=CC2=C1)OCCC(C)(O)C)I